N-[3-Chloro-2-fluoro-4-[(1-fluorocyclobutyl)methoxy]phenyl]-6-[(3S)-pyrrolidin-3-yl]oxy-pyrido[3,2-d]pyrimidin-4-amine ClC=1C(=C(C=CC1OCC1(CCC1)F)NC=1C2=C(N=CN1)C=CC(=N2)O[C@@H]2CNCC2)F